3-cyclohexylethoxy-1,2-propanediol C1(CCCCC1)CCOCC(CO)O